propyl-2,6-di-tert-butyl-phenol C(CC)C=1C(=C(C(=CC1)C(C)(C)C)O)C(C)(C)C